C(C)(C)(C)N1CC(CC1)CNC(=O)C1CCN(CC1)C1=NC(=NO1)C1=CC=C(C=C1)OC N-((1-(tert-butyl)pyrrolidin-3-yl)methyl)-1-(3-(4-methoxyphenyl)-1,2,4-oxadiazol-5-yl)piperidine-4-carboxamide